N[C@@H](CC(=O)N)C(=O)N Aspartamid